(1R,2R)-3-amino-1-(3-(cyclopentylmethoxy)phenyl)-2-methylpropan-1-ol NC[C@H]([C@@H](O)C1=CC(=CC=C1)OCC1CCCC1)C